NC1=NC=C(C(=O)NCC#CC2=NN3C(C=CC=C3N[C@H]3[C@H](CN(CC3)C)F)=C2CC(F)(F)F)C=C1 6-amino-N-[3-(7-{[(3S,4R)-3-fluoro-1-methylpiperidin-4-yl]amino}-3-(2,2,2-trifluoroethyl)pyrazolo[1,5-a]pyridin-2-yl)prop-2-yn-1-yl]nicotinamide